N1(CCC(CC1)C1CCNCC1)C=1C=C2C(N(C(C2=CC1)=O)C1C(NC(CC1)=O)=O)=O 5-((4,4'-bipiperidin)-1-yl)-2-(2,6-dioxopiperidin-3-yl)isoindoline-1,3-dione